6-bromo-8-chloro-3-methyl-3-vinyl-2,3-dihydroimidazo[1,5-a]pyridine-1,5-dione BrC1=CC(=C2N(C1=O)C(NC2=O)(C=C)C)Cl